FC1=C(C=CC(=C1)C(CN1C[C@@H]2[C@H](C1)CC(C2)OC2=CC=C(C=C2)OC)O)O rac-2-fluoro-4-(1-hydroxy-2-((3aR,5s,6aS)-5-(4-methoxyphenoxy)hexahydrocyclopenta[c]pyrrol-2(1H)-yl)ethyl)phenol